COC=1C=C(C=CC1)C(CCC)=O (3-methoxyphenyl)butan-1-one